tert-Butyl (2-((4-(chloromethyl)benzyl)oxy)ethyl)carbamate ClCC1=CC=C(COCCNC(OC(C)(C)C)=O)C=C1